6-aminospiro[2.5]octane-1-carbonitrile hydrochloride Cl.NC1CCC2(CC2C#N)CC1